COC(=O)C=1C=2C=NN(C2C=C(C1)C1=C(C=C(C(=C1)F)C)Cl)C(=O)OC(C)(C)C 6-(2-chloro-5-fluoro-4-methylphenyl)-1H-indazole-1,4-dicarboxylic acid 1-(tert-butyl) 4-methyl ester